6-bromo-5-(methoxymethyl)-3-methylbenzo[d]oxazol-2(3H)-one BrC1=CC2=C(N(C(O2)=O)C)C=C1COC